O=C1NC(CCC1N1C(N(C2=C1C=CC(=C2)CCCOCCOCCOCCOCC(=O)OC(C)(C)C)C)=O)=O Tert-butyl 2-[2-[2-[2-[3-[1-(2,6-dioxo-3-piperidyl)-3-methyl-2-oxo-benzimidazol-5-yl] propoxy]ethoxy]ethoxy]ethoxy]acetate